Xylylendiisocyanat C=1(C(=CC=CC1)CN=C=O)CN=C=O